[1,1'-biphenyl]-4-yltrimethoxysilane C1(=CC=C(C=C1)[Si](OC)(OC)OC)C1=CC=CC=C1